CC1(OC(=O)C2=CC=CC=C12)C1=CC=CC2=CC=CC=C12 3-methyl-3-(1-naphthalenyl)phthalide